tertButyl (2S)-2-{[(2E,4S)-1-(2,3-dihydro-1H-indol-1-yl)-6-methyl-1-oxohept-2-en-4-yl]carbamoyl}-1,4-oxazepane-4-carboxylate N1(CCC2=CC=CC=C12)C(\C=C\[C@H](CC(C)C)NC(=O)[C@H]1OCCCN(C1)C(=O)OC(C)(C)C)=O